tert-butyl (7-(trifluoromethyl)isochroman-4-yl)carbamate FC(C1=CC=C2C(COCC2=C1)NC(OC(C)(C)C)=O)(F)F